(2-(3-((4-(Dimethylphosphoryl)-6-fluoro-1-tosyl-1H-indol-5-yl)oxy)phenyl)thiazol-4-yl)(3-iodophenyl)methanone CP(=O)(C)C1=C2C=CN(C2=CC(=C1OC=1C=C(C=CC1)C=1SC=C(N1)C(=O)C1=CC(=CC=C1)I)F)S(=O)(=O)C1=CC=C(C)C=C1